OCCN1C(CN(C2=CC=CC=C12)C1=CC=C(C=C1)C(F)(F)F)CNC(C=C)=O N-((1-(2-hydroxyethyl)-4-(4-(trifluoromethyl)phenyl)-1,2,3,4-tetrahydroquinoxalin-2-yl)methyl)acrylamide